C(C1=CC=CC=C1)(=O)OCCNC(C)C=1N(N=CN1)C1=NC=CC=N1 2-[1-(2-pyrimidin-2-yl-1,2,4-triazol-3-yl) ethylamino]Ethyl benzoate